5-(5-((3-(dimethyl-amino)-5-(trifluoromethyl)pyridin-2-yl)amino)-1,2,4-thiadiazol-3-yl)-1,3,3-trimethyl-1,3-dihydro-2H-pyrrolo[2,3-c]pyridin-2-one CN(C=1C(=NC=C(C1)C(F)(F)F)NC1=NC(=NS1)C=1C=C2C(=CN1)N(C(C2(C)C)=O)C)C